C(C)(C)(C)[SiH2]NC(O)=O.C(N)(O[SiH2]C(C)(C)C)=O t-butylsilyl carbamate (tert-butyl silylcarbamate)